N-(4-(4-amino-5-(3-fluoro-4-(methyl(4-methylpyrimidin-2-yl)amino)phenyl)pyrazolo[5,1-f][1,2,4]triazin-6-yl)phenyl)acrylamide NC1=NC=NN2C1=C(C(=N2)C2=CC=C(C=C2)NC(C=C)=O)C2=CC(=C(C=C2)N(C2=NC=CC(=N2)C)C)F